C(C)(C)(C)C1=CC=C(C=C1)C=CS(=O)(=O)C1=CC=C(C)C=C1 1-(tert-butyl)-4-(2-p-toluenesulfonylvinyl)benzene